CC1=CC=CC2=C1N=NN(C2=O)CC(=O)O 2-(8-methyl-4-oxo-benzo[d][1,2,3]triazin-3(4H)-yl)acetic acid